C1=C(C=CC2=CC=CC=C12)CC(=O)O 2-β-naphthyl-acetic acid